[5-FLUORO-2-(PENTYLOXY)PHENYL]BORANEDIOL FC=1C=CC(=C(C1)B(O)O)OCCCCC